C1=CC=NC2=CC=C3C(=C12)C=CC=C3 4-Benzoquinoline